2-(2-(4-(((3S,4R)-4-(4-fluorophenyl)piperidin-3-yl)methoxy)phenoxy)ethoxy)acetic acid hydrochloride Cl.FC1=CC=C(C=C1)[C@H]1[C@@H](CNCC1)COC1=CC=C(OCCOCC(=O)O)C=C1